3,7-diazabicyclo[3.3.1]nonane C12CNCC(CNC1)C2